C(C1=CC=CC=C1)O[C@@](C(=O)NN)(CCCCC[C@@H](C)O[Si](C1=CC=CC=C1)(C1=CC=CC=C1)C(C)(C)C)C(F)(F)F (2R,8R)-2-(Benzyloxy)-8-((tert-butyldiphenylsilyl)oxy)-2-(trifluoromethyl)nonanehydrazide